BrC1=C(NC2=CC=CC=C2)C=CC(=C1)[N+](=O)[O-] 2-bromo-4-nitro-N-phenylaniline